(2E)-4-bromobut-2-enoyl chloride BrC/C=C/C(=O)Cl